(S)-7-bromo-N-(4-(chlorodifluoromethoxy)phenyl)-1-(1,4-dihydroxybutan-2-yl)-2-(methylthio)-1H-benzo[d]imidazole-5-carboxamide BrC1=CC(=CC2=C1N(C(=N2)SC)[C@H](CO)CCO)C(=O)NC2=CC=C(C=C2)OC(F)(F)Cl